2-bromo-N-((6-cyclopropyl-8-(4-cyclopropylpiperazin-1-yl)imidazo[1,2-a]pyridin-2-yl)methyl)pyridin-4-amine BrC1=NC=CC(=C1)NCC=1N=C2N(C=C(C=C2N2CCN(CC2)C2CC2)C2CC2)C1